C(C)(=O)N[C@H]1C(O)O[C@@H]([C@@H]([C@@H]1O)O)CO D-N-acetylgalactosamine